4,4-dimethyl-2-(3-methylbicyclo[1.1.1]pentan-1-yl)cyclohex-1-enecarbonitrile CC1(CC(=C(CC1)C#N)C12CC(C1)(C2)C)C